2-amino-6-(difluoromethyl)benzonitrile NC1=C(C#N)C(=CC=C1)C(F)F